C1N(CC12CCOCC2)C2CCC(CC2)NC2=C1C=C(N(C1=CC=C2)CC(F)(F)F)C#CCNC2=C(C=C(C=C2)S(=O)(=O)NC)OC 4-((3-(4-(((1S,4S)-4-(7-oxa-2-azaspiro[3.5]nonan-2-yl)cyclohexyl)amino)-1-(2,2,2-trifluoroethyl)-1H-indol-2-yl)prop-2-yn-1-yl)amino)-3-methoxy-N-methylbenzene-sulfonamide